4-Octylthiophene C(CCCCCCC)C=1C=CSC1